BrC1CC(OCC1)C=1C=NNC1 4-(4-bromotetrahydropyran-2-yl)-1H-pyrazole